C(=C)C=1C=C2C(=CN1)NN=C2 5-vinyl-1H-pyrazolo[3,4-c]pyridine